(R)-tert-butyl (3-bromo-6,7-dihydro-5H-pyrazolo[5,1-b][1,3]oxazin-6-yl)(methyl)carbamate BrC=1C=NN2C1OC[C@@H](C2)N(C(OC(C)(C)C)=O)C